(2S,4R)-N-[2-(4-bromo-2-fluoro-phenyl)-1-methyl-ethyl]-1-[(2S)-2-(4-cyclopropyltriazol-1-yl)-3,3-dimethyl-butanoyl]-4-hydroxy-pyrrolidine-2-carboxamide BrC1=CC(=C(C=C1)CC(C)NC(=O)[C@H]1N(C[C@@H](C1)O)C([C@H](C(C)(C)C)N1N=NC(=C1)C1CC1)=O)F